5-fluoro-1-((4aR,6R,7aS)-2-(4-fluorophenethoxy)-2-oxotetrahydro-4H-furo[3,2-d][1,3,2]dioxaphosphorin-6-yl)pyrimidine-2,4(1H,3H)-dione FC=1C(NC(N(C1)[C@H]1C[C@@H]2OP(OC[C@H]2O1)(=O)OCCC1=CC=C(C=C1)F)=O)=O